N-methyl-N-((1S,2S,4R,6R)-6-((6-(1-methyl-1H-pyrazol-4-yl)pyrazolo[1,5-a]pyrazin-4-yl)oxy)bicyclo[2.2.1]heptan-2-yl)but-2-ynamide CN(C(C#CC)=O)[C@@H]1[C@H]2[C@@H](C[C@@H](C1)C2)OC=2C=1N(C=C(N2)C=2C=NN(C2)C)N=CC1